COC([C@@H](NC(=O)C1=CN(C2=CC=CC=C12)CC1=NC=CC=C1)C)=O [1-(pyridin-2-ylmethyl)-1H-indole-3-carbonyl]-L-alanine methyl ester